7-chloro-8-((3-hydroxy-2-(methoxymethyl)propyl)thio)-6-(trifluoromethyl)quinazoline-2,4(1H,3H)-dione ClC1=C(C=C2C(NC(NC2=C1SCC(CO)COC)=O)=O)C(F)(F)F